[Si](C)(C)(C(C)(C)C)OCC=1N(N=C2C=CC=C(C12)N1CCC(CC1)N(C(OC(C)(C)C)=O)C1CC1)C tert-butyl N-[1-[3-[[tert-butyl(dimethyl)silyl]oxymethyl]-2-methyl-indazol-4-yl]-4-piperidyl]-N-cyclopropyl-carbamate